N-[8-Chloro-6-(1-methylpyrazol-4-yl)cinnolin-3-yl]pyrrolidine-1-carboxamide ClC=1C=C(C=C2C=C(N=NC12)NC(=O)N1CCCC1)C=1C=NN(C1)C